2-((5-(pyridin-2-yl)-1,3,4-thiadiazol-2-yl)methyl)oxazole-4-carboxylic acid N1=C(C=CC=C1)C1=NN=C(S1)CC=1OC=C(N1)C(=O)O